BrC1=CC(=C(C(=C1)C(F)(F)F)NC1CSC1)[N+](=O)[O-] 3-[4-bromo-2-nitro-6-(trifluoromethyl)phenylamino]thietane